OC(C#CC1=C2C=NNC2=C(C=C1)C(=O)[O-])(C)C 4-(3-hydroxy-3-methylbutane-1-yn-1-yl)-1H-indazole-7-carboxylate